(2-hydroxyethyl)trimethylammonium arginate N[C@@H](CCCNC(N)=N)C(=O)[O-].OCC[N+](C)(C)C